O[C@@H]1[C@@H](CCC1)C(=O)OCC ethyl (1R,2S)-2-hydroxy-cyclopentanecarboxylate